ClC1=C(C(=C2C=NN(C2=C1)C1OCCCC1)B1OC(C(O1)(C)C)(C)C)CCOCCC1(CC2(C1)CN(CCC2)C(=O)OC(C)(C)C)O tert-butyl 2-(2-(2-(6-chloro-1-(tetrahydro-2H-pyran-2-yl)-4-(4,4,5,5-tetramethyl-1,3,2-dioxaborolan-2-yl)-1H-indazol-5-yl)ethoxy)ethyl)-2-hydroxy-6-azaspiro[3.5]nonane-6-carboxylate